C(#N)C1=CC(=C(C=C1)NS(=O)(=O)C1=CNC=C1C(C1=CC=CC=C1)O)F N-(4-cyano-2-fluoro-phenyl)-4-[hydroxy(phenyl)methyl]-1H-pyrrole-3-sulfonamide